7-oxo-6,8-dihydro-5H-1,8-naphthyridine-3-carboxylic acid O=C1CCC=2C=C(C=NC2N1)C(=O)O